C1(=CC=CC=C1)C1=NC(=CC(=C1C1=CC=CC=C1)C1=CC=CC=C1)C1=CC=CC=C1 2,3,4,6-tetraphenylpyridine